O=C1NCC=2C(=CC=CC12)S(=O)(=O)N 1-oxoisoindoline-4-sulfonamide